CC=1C=C(C=C(C1)C)N1C(CCCC1)C=1C(N(C(C1)=O)C1=CC=CC=C1)=O.[O].[Zr].[Y].[Ba] barium-yttrium-zirconium oxygen 3-(1-(3,5-Dimethylphenyl)piperidin-2-yl)-1-phenyl-1H-pyrrole-2,5-dione